FC1=C(C=CC(=C1)C(F)(F)F)C1=CC2(CC(C2)N)C1 6-[2-fluoro-4-(trifluoromethyl)phenyl]spiro[3.3]hept-5-en-2-amine